O[C@@H](CNC(N)=O)[C@H]([C@@H]([C@@H](CO)O)O)O 3-[(2S,3R,4R,5R)-2,3,4,5,6-pentahydroxyhexyl]urea